OC=1NC2=CC=CC=C2C1N=NC(=N)N[N+](=O)[O-] 1-[(2-hydroxy-1H-indol-3-yl)imino]-3-nitroguanidine